FC(S(=O)(=O)N(S(=O)(=O)C(F)(F)F)C1=CC=CC=C1)(F)F 1,1,1-trifluoro-N-phenyl-N-(trifluoromethanesulfonyl)methanesulfonamide